(S)-1-(2-cyclopropyl-4-(2-(difluoromethyl)pyridin-4-yl)phenoxy)-2,4-dimethylpentan-2-amine C1(CC1)C1=C(OC[C@](CC(C)C)(N)C)C=CC(=C1)C1=CC(=NC=C1)C(F)F